3-ethyl-2,4-pentanediol bis(4-isobutyl benzoate) C(C(C)C)C1=CC=C(C(=O)OC(C)C(C(C)OC(C2=CC=C(C=C2)CC(C)C)=O)CC)C=C1